BrC(Br)[Si](OCCC)(OCCC)OCCC dibromomethyltri-n-propoxysilane